C(C)NC1=NC(=NC=C1C(F)(F)F)NC1=C2C=NN(C2=CC=C1)C(C#N)(C)C 2-(4-((4-(ethylamino)-5-(trifluoromethyl)pyrimidin-2-yl)amino)-1H-indazol-1-yl)-2-methylpropanenitrile